hydroxyacrylic acid, isocyanate OC(C(=O)N=C=O)=C